C(CC)OC(NC1=C(C=C(C=C1)NCC1=CC=C(C=C1)C(C)(C)C)Br)=O [2-Bromo-4-(4-tert-butyl-benzylamino)-phenyl]-carbamic acid propyl ester